6-(1,3-dioxo-1,3-dihydro-2H-isoindol-2-yl)hexanperoxoic acid O=C1N(C(C2=CC=CC=C12)=O)CCCCCC(=O)OO